2-([1-[(2-chlorophenyl)methyl]-5-(1-ethyl-1H-1,2,3-benzotriazol-6-yl)-1H-pyrazol-3-yl]methoxy)-2-methylpropanoic acid ClC1=C(C=CC=C1)CN1N=C(C=C1C=1C=CC2=C(N(N=N2)CC)C1)COC(C(=O)O)(C)C